2',3',4',4a',5',6'-hexahydro-1'H-spiro[cyclobutane-1,7'-naphtho[1,8-cd]azepine] C1NCCC2C=3C1=CC=CC3C3(CC2)CCC3